C1(CC1)C1=C(C=CC(=N1)C(=O)NC1=CC(=CC=C1)[C@@H](CC1=NN=CN1C)C)CO (R)-6-cyclopropyl-5-(hydroxymethyl)-N-(3-(1-(4-methyl-4H-1,2,4-triazol-3-yl)propan-2-yl)phenyl)pyridine-2-carboxamide